(7-(3-chlorophenyl)-1H-indol-3-yl)(piperidin-1-yl)methanone ClC=1C=C(C=CC1)C=1C=CC=C2C(=CNC12)C(=O)N1CCCCC1